C1(CC1)C=1SC=C(N1)C(=O)NC1=CC(=CC=C1)NS(=O)(=O)C 2-cyclopropyl-N-(3-(methylsulfonamido)phenyl)thiazole-4-carboxamide